C(C)(C)(C)OC(=O)N1CC(C1)C=1C=NNC1N 3-(5-amino-1H-pyrazol-4-yl)azetidine-1-carboxylic acid tert-butyl ester